2-cyano-3,3-diphenyl-2-ethylhexyl acrylate C(C=C)(=O)OCC(C(CCC)(C1=CC=CC=C1)C1=CC=CC=C1)(CC)C#N